2-((tetrahydro-2H-pyran-4-yl)methyl)-2,6-diazaspiro[3.3]heptane trifluoroacetate FC(C(=O)O)(F)F.O1CCC(CC1)CN1CC2(C1)CNC2